CN(CCNC(=O)C1=NN(C=C1NC(=O)C=1N=C(OC1)C1=CC(=NC=C1)N(C(OC(C)(C)C)=O)CC(F)(F)F)C1=CC=C(C=C1)C=O)C Tert-Butyl N-[4-[4-[[3-[2-(dimethylamino)ethylcarbamoyl]-1-(4-formylphenyl)pyrazol-4-yl]carbamoyl]oxazol-2-yl]-2-pyridyl]-N-(2,2,2-trifluoroethyl)carbamate